O=C1NC(CCC1C1=CC(=C(C=C1)C1CCN(CC1)CCN1CCC(CC1)C=1N=C2N(C=C(C(=C2)OC(C)C)NC(=O)C2=NC(=CC=C2)C(F)(F)F)C1)F)=O N-[2-[1-[2-[4-[4-(2,6-dioxo-3-piperidyl)-2-fluoro-phenyl]-1-piperidyl]ethyl]-4-piperidyl]-7-isopropoxy-imidazo[1,2-a]pyridin-6-yl]-6-(trifluoromethyl)pyridine-2-carboxamide